O=C1COCCN1C1=CC=C(C=C1)NC1=NC2=CC=CC=C2C=N1 2-((4-(3-oxomorpholino)phenyl)amino)quinazolin